CC1=CCC(CC1)C(=O)OCC ethyl 4-(methyl)-cyclohex-3-enecarboxylate